3-(3-(2,2-difluoroethyl)-7-(((3S,4R)-3-fluoro-1-methylpiperidin-4-yl)amino)benzofuran-2-yl)prop-2-yn FC(CC1=C(OC2=C1C=CC=C2N[C@H]2[C@H](CN(CC2)C)F)C#CC)F